BrC=1C=C(C=2N(C1)C=C(N2)C)OCC 6-bromo-8-ethoxy-2-methyl-imidazo[1,2-a]pyridine